N[C@@H]1CN(CCC1)CC=1C=C(C=C(C1)N1C=NC(=C1)C)NC(=O)C1=NC=CC(=C1)C1=CC(=CC=C1)OC(F)F N-(3-{[(3S)-3-aminopiperidin-1-yl]methyl}-5-(4-methyl-1H-imidazol-1-yl)phenyl)-4-[3-(difluoromethoxy)phenyl]pyridine-2-carboxamide